N-(6-(hydroxyamino)-6-oxohexyl)-4-phenethoxyquinoline-2-carboxamide ONC(CCCCCNC(=O)C1=NC2=CC=CC=C2C(=C1)OCCC1=CC=CC=C1)=O